CC1=CC=C(C=C1)S(=O)(=O)N1C(=CC=C1)C=1C=NC=CC1 3-[1-(toluene-4-sulfonyl)-1H-pyrrol-2-yl]-pyridine